C=1N(C=CC2=NC=3C=CC=CC3C21)C(=O)[O-] 2H-pyrido[4,3-b]indole-2-carboxylate